C(C(=O)[O-])(=O)[O-].C(C(=O)[O-])(=O)[O-].C(C(=O)[O-])(=O)[O-].[K+3].[K+3] potassium (III) tris(oxalate)